CC1C(CCC(C1C)C(=O)O)C(=O)O 2,3-dimethyl-1,4-cyclohexanedicarboxylic acid